(1s,3s)-3-(prop-2-yn-1-yloxy)cyclobutane-1-carboxylic acid tert-butyl ester C(C)(C)(C)OC(=O)C1CC(C1)OCC#C